2-vinyl-anthracene C(=C)C1=CC2=CC3=CC=CC=C3C=C2C=C1